C(C)S(=O)(=O)NC1=C(C=C(C=C1)C1=C2C(=NC(=C1)NC(=O)C1CC1)NC=C2)C(F)(F)F N-(4-(4-(ethylsulfonylamino)-3-(trifluoromethyl)phenyl)-1H-pyrrolo[2,3-b]pyridin-6-yl)cyclopropylcarboxamide